N-((1-aminoisoquinolin-6-yl)methyl)-4-chloro-5-((4-(piperazin-1-yl)phenoxythienyl)methyl)thiophene-2-carboxamide NC1=NC=CC2=CC(=CC=C12)CNC(=O)C=1SC(=C(C1)Cl)CC=1SC=CC1OC1=CC=C(C=C1)N1CCNCC1